NC=1C2=C(N=CN1)N(C(=C2C2=CC(=C(C=C2)Cl)OC)C#CC2CN(C2)[C@@H]2[C@@H](CN(CC2)C(C=C)=O)O)C 1-((3R,4S)-4-(3-((4-amino-5-(4-chloro-3-methoxyphenyl)-7-methyl-7H-pyrrolo[2,3-d]pyrimidin-6-yl)ethynyl)azetidin-1-yl)-3-hydroxypiperidin-1-yl)prop-2-en-1-one